O=C1N(CCC(N1)=O)C=1C=C(C=CC1OC)C#CCCCCCC(=O)O 8-(3-(2,4-dioxotetrahydropyrimidin-1(2H)-yl)-4-methoxyphenyl)-oct-7-ynoic acid